oxovanadium(IV) oxalate C(C(=O)[O-])(=O)[O-].O=[V+2]